4-methyl-2,2-bis(4-hydroxyphenyl)Pentane CC(CC(C)(C1=CC=C(C=C1)O)C1=CC=C(C=C1)O)C